5-(2-(5-((3R,5R)-3-amino-5-fluoropiperidine-1-carbonyl)-7-methoxy-1-methyl-1H-benzo[d]imidazol-2-yl)-1-(cyclopropylmethyl)-1H-indol-7-yl)isoindolin-1-one N[C@H]1CN(C[C@@H](C1)F)C(=O)C1=CC2=C(N(C(=N2)C=2N(C3=C(C=CC=C3C2)C=2C=C3CNC(C3=CC2)=O)CC2CC2)C)C(=C1)OC